BrC=1C(=C(C(=NC1C)C1=CC=C(CC=2C(=C(C(=O)N)C=C(C2)F)OC)C=C1)C#N)Cl (4-(5-bromo-4-chloro-3-cyano-6-methylpyridin-2-yl)benzyl)-5-fluoro-2-methoxybenzamide